C(C)(C)(C)C1=C(C(=CC(=C1)CN(C)C)CN(C)C)O 2-(tert-Butyl)-4,6-bis((dimethylamino)methyl)phenol